FC(OC1=CC=C(C=C1)C1=CN=C2N1C=CN=C2NC2=CC(=C(C(=O)N(CCOCCN1CCNCC1)C)C=C2)C)F 4-[[3-[4-(difluoromethoxy)phenyl]imidazo[1,2-a]pyrazin-8-yl]amino]-N,2-dimethyl-N-[2-(2-piperazin-1-ylethoxy)ethyl]benzamide